(S)-(1-(3-((4-cyano-3-(trifluoromethyl)phenyl)amino)-2-hydroxy-2-methyl-3-oxopropyl)-1H-pyrazol-4-yl)carbamic acid methyl ester COC(NC=1C=NN(C1)C[C@](C(=O)NC1=CC(=C(C=C1)C#N)C(F)(F)F)(C)O)=O